(3,5-difluoro-2-isobutoxyphenyl)methylamine FC=1C(=C(C=C(C1)F)CN)OCC(C)C